3-[(5-aminopyridin-2-yl)carbamoyl]azetidine-1-carboxylic acid tert-butyl ester C(C)(C)(C)OC(=O)N1CC(C1)C(NC1=NC=C(C=C1)N)=O